4,4'-thiobis(3-methyl-6-tertiary butyl-phenol) S(C1=C(C=C(C(=C1)C(C)(C)C)O)C)C1=C(C=C(C(=C1)C(C)(C)C)O)C